(S)-N-(5-(2-((cyanomethyl)thio)benzamido)-1-(5-(naphthalen-2-yl)-1H-imidazol-2-yl)pentyl)thiazole-5-carboxamide C(#N)CSC1=C(C(=O)NCCCC[C@@H](C=2NC(=CN2)C2=CC3=CC=CC=C3C=C2)NC(=O)C2=CN=CS2)C=CC=C1